[β-D-xylopyranosyl-(1→3)]-β-D-glucopyranuronic acid [C@@H]1([C@H](O)[C@@H](O)[C@H](O)CO1)O[C@@H]1[C@H]([C@H](O)O[C@@H]([C@H]1O)C(=O)O)O